dichloro(2-((2-ethoxy-2-oxoethylidene)amino)benzylidene)ruthenium(II) Cl[Ru-2](=CC1=C(C=CC=C1)N=CC(=O)OCC)Cl